COC(=O)[C@@H]1CC=2C(=NC=C(C2)C(F)(F)F)N1 (S)-5-(trifluoromethyl)-2,3-dihydro-1H-pyrrolo[2,3-b]pyridine-2-carboxylic acid methyl ester